3-vinyl-1-(1-methylpropyl)-1H-imidazolium chloride [Cl-].C(=C)[N+]1=CN(C=C1)C(CC)C